tert-butyl 2-{[6-(2,2-difluoroethyl)-5,6,7,8-tetrahydro-1,6-naphthyridin-3-yl]amino}-5H,6H,7H,8H-pyrido[3,4-d]pyrimidine-7-carboxylate FC(CN1CC=2C=C(C=NC2CC1)NC=1N=CC2=C(N1)CN(CC2)C(=O)OC(C)(C)C)F